C(C)(C)N1C(NC2=C1C=C(C=C2)OC)=O 1-isopropyl-6-methoxy-1H-benzo[d]imidazol-2(3H)-one